[1-(2-bromophenyl)but-3-en-1-yl](prop-2-en-1-yl)amine BrC1=C(C=CC=C1)C(CC=C)NCC=C